C(C)(C)C1=CC=C(CC2C(=C(C3=CC=CC=C23)CCC2=NN=NN2)C)C=C1 (Z)-5-(2-(1-(4-isopropylbenzyl)-2-methyl-1H-inden-3-yl)ethyl)-1H-tetrazole